4-(2-(difluoromethyl)-1H-benzo[d]imidazol-1-yl)-N-(2-methyl-1-(2-(pyridin-4-yl)phenyl)propan-2-yl)-6-morpholino-1,3,5-triazin-2-amine FC(C1=NC2=C(N1C1=NC(=NC(=N1)N1CCOCC1)NC(CC1=C(C=CC=C1)C1=CC=NC=C1)(C)C)C=CC=C2)F